NCC1=CC=C(C=C1)COC1=C(C(=NN1C(=O)C=1N=CSC1)C1CN(CCC1C(F)(F)F)C(=O)N1CC(CC1)O)OC 1-[3-(5-{[4-(aminomethyl)phenyl]methoxy}-4-methoxy-1-(1,3-thiazole-4-carbonyl)-1H-pyrazol-3-yl)-4-(trifluoromethyl)piperidine-1-carbonyl]pyrrolidin-3-ol